C(C)OC(=O)C1=CC2=C(N(C=N2)CCOC)C=C1 1-(2-methoxyethyl)-1H-benzo[d]imidazole-5-carboxylic acid ethyl ester